BrCC1(CN(C1)S(=O)(=O)CC1=CC=CC=C1)CBr 3,3-bis(bromomethyl)-1-toluenesulfonylazetidine